C1(=CC(=CC=C1)C1=CN=C(O1)CCl)C1=CC=CC=C1 5-biphenyl-3-yl-2-(chloromethyl)-1,3-oxazole